C(C1=CC=CC=C1)[C@]1(CCC=2N(C3=CC=CC=C3C2C1=N)S(=O)(=O)C)C#N (S)-3-Benzyl-4-imino-9-(methylsulfonyl)-2,3,4,9-tetrahydro-1H-carbazole-3-carbonitrile